(3r,4r)-4-({7-cyclopentyl-5-fluoropyrrolo[2,1-f][1,2,4]triazin-2-yl}amino)-1-methanesulfonylpiperidin-3-ol C1(CCCC1)C1=CC(=C2C=NC(=NN21)N[C@H]2[C@@H](CN(CC2)S(=O)(=O)C)O)F